3-[(2S,3R)-2-(5-bromo-2-methyl-3-pyridyl)tetrahydrofuran-3-yl]-1-methyl-1-[(1S)-1-(4-pyridyl)ethyl]urea BrC=1C=C(C(=NC1)C)[C@@H]1OCC[C@H]1NC(N([C@@H](C)C1=CC=NC=C1)C)=O